IC=1N=C(N2N=C(C=C(C21)C2(CC2)S(=O)(=O)C)N2[C@@H](COCC2)C)C2=CC(=NN2C2OCCCC2)C (3R)-4-(5-iodo-7-(3-methyl-1-(tetrahydro-2H-pyran-2-yl)-1H-pyrazol-5-yl)-4-(1-(methylsulfonyl)cyclopropyl)imidazo[1,5-b]pyridazin-2-yl)-3-methylmorpholine